2-((4-(3,5-bis(trifluoromethyl)phenyl)oxazol-2-yl)thio)acetic acid FC(C=1C=C(C=C(C1)C(F)(F)F)C=1N=C(OC1)SCC(=O)O)(F)F